NCCNC(CC[C@@H](C(=O)O)NC(C1=CC=C(C=C1)NCC=1N=C2C(N=C(NC2=NC1)N)=O)=O)=O (2S)-5-(2-aminoethylamino)-2-[[4-[(2-amino-4-oxo-1H-pteridin-6-yl)methylamino]benzoyl]amino]-5-oxo-pentanoic acid